3-[2-chloro-3-[4-(oxazol-4-ylmethyl)phenyl]phenyl]piperidine-2,6-dione ClC1=C(C=CC=C1C1=CC=C(C=C1)CC=1N=COC1)C1C(NC(CC1)=O)=O